(4S,4'S)-2,2'-isopropylidenebis(4-benzyl-2-oxazoline) C(C)(C)(C=1OC[C@@H](N1)CC1=CC=CC=C1)C=1OC[C@@H](N1)CC1=CC=CC=C1